C1=CC=CC2=CC3=CC=CC=C3C(=C12)C1=CC=C(N1)CN(C)C 1-(5-(Anthracen-9-yl)-1H-pyrrol-2-yl)-N,N-dimethylmethylamine